tert-butyl N-cyclopropyl-N-[1-[3-hydroxy-4-[(6-methoxy-2-methyl-indazol-5-yl)carbamoyl]-2-nitro-phenyl]-4-piperidyl]carbamate C1(CC1)N(C(OC(C)(C)C)=O)C1CCN(CC1)C1=C(C(=C(C=C1)C(NC1=CC2=CN(N=C2C=C1OC)C)=O)O)[N+](=O)[O-]